methacrylate gold [Au+3].C(C(=C)C)(=O)[O-].C(C(=C)C)(=O)[O-].C(C(=C)C)(=O)[O-]